CC(C(=O)N1CCNCC1)(C)C1=NC(=NO1)C1=NC(=NC(=C1)C(F)(F)F)N1[C@H](CC1)C (S)-2-methyl-2-(3-(2-(2-methylazetidin-1-yl)-6-(trifluoromethyl)pyrimidin-4-yl)-1,2,4-oxadiazol-5-yl)-1-(piperazin-1-yl)propan-1-one